3-[5-(4-amino-5-{4-[(4-methylpyrimidin-2-yl)oxy]phenyl}-7-{[2-(trimethylsilyl)ethoxy]methyl}-7H-pyrrolo[2,3-d]pyrimidin-6-yl)-2-chloropyridin-4-yl]propanoic acid methyl ester COC(CCC1=CC(=NC=C1C1=C(C2=C(N=CN=C2N)N1COCC[Si](C)(C)C)C1=CC=C(C=C1)OC1=NC=CC(=N1)C)Cl)=O